[H-].[Na+].CC1C(C(C(C1)C)=O)C(C(F)(F)F)=O 3,5-Dimethyl-2-(2,2,2-trifluoroacetyl)cyclopentanone Sodium hydride